bis(2-ethyl-4-(4-trifluoromethyl-phenyl)-indenyl)zirconium dichloride [Cl-].[Cl-].C(C)C=1C(C2=CC=CC(=C2C1)C1=CC=C(C=C1)C(F)(F)F)[Zr+2]C1C(=CC2=C(C=CC=C12)C1=CC=C(C=C1)C(F)(F)F)CC